ClC1=C2C=CC=NC2=C(C(=C1)C(C=1C=NC=CC1)NC(=O)C1CC2(CC(C2)NC(OC(C)(C)C)=O)C1)O tert-butyl (6-(((5-chloro-8-hydroxyquinolin-7-yl)(pyridin-3-yl)methyl)carbamoyl)spiro[3.3]heptan-2-yl)carbamate